FC1C(CCC(C1)NC=1N=CC2=C(N1)N(C(C(=C2)C2=CC(=C(C=C2)NS(=O)(=O)CCC(F)(F)F)F)=O)C(C)C)NC(OC(C)(C)C)=O tert-Butyl (2-fluoro-4-((6-(3-fluoro-4-((3,3,3-trifluoropropyl)sulfonamido)phenyl)-8-isopropyl-7-oxo-7,8-dihydropyrido[2,3-d]pyrimidin-2-yl)amino)cyclohexyl)carbamate